C(CCCCCCCCCC)C1OC2(C(N1)=O)CC(NC(C2)(C)C)(C)C 2-undecyl-7,7,9,9-tetramethyl-1-oxa-3,8-diaza-4-oxospiro[4.5]decane